C(C)P([O-])(=O)CC.C(C)P([O-])(=O)CC.C(C)P([O-])(=O)CC.[Fe+3] iron (III) tris(diethylphosphinate)